ClC1=CC=C(C=C1)C1N=C(CC1)OC 2-(4-chlorophenyl)-5-methoxy-3,4-dihydro-2H-pyrrole